rac-N-{(1R,6S)-2,2-difluoro-6-[4-(propan-2-yl)piperazin-1-yl]cyclohexyl}-4-fluoro-4-(pyridin-2-yl)piperidine-1-carboxamide FC1([C@@H]([C@H](CCC1)N1CCN(CC1)C(C)C)NC(=O)N1CCC(CC1)(C1=NC=CC=C1)F)F |r|